C12(CC3CC(CC(C1)C3)C2)CN2N=CC(=C2C)C=2C(=NC(=CC2)N(C)C=2N=NC(=C(C2)C)NC=2SC3=C(N2)C=CC=C3)C(=O)NS(=O)(=O)CCCCC(=O)OCC 1-Ethyl 5-(N-(3-(1-((1s,3s)-adamantan-1-ylmethyl)-5-methyl-1H-pyrazol-4-yl)-6-((6-(benzo[d]thiazol-2-ylamino)-5-methylpyridazin-3-yl)(methyl)amino)picolinoyl)sulfamoyl)pentanoate